COC(C(C)C=1C=NC(=CC1)N1CC(N(CC1)C(=O)C1=CC=C2C(=N1)C(CN2C2=CC(=C(C=C2)Cl)F)(C)C)(C)C)=O 2-(6-(4-(1-(4-chloro-3-fluorophenyl)-3,3-dimethyl-2,3-dihydro-1H-pyrrolo[3,2-b]pyridine-5-carbonyl)-3,3-dimethylpiperazin-1-yl)pyridin-3-yl)propionic acid methyl ester